IC(C#N)(C)C Iodoisobutyronitrile